O=C1OC2=C(C=C1)C=C(C=C2)\C=N\NC(C2=CC=C(C=C2)C(F)(F)F)=O (E)-N'-((2-oxo-2H-benzopyran-6-yl)methylene)-4-(trifluoromethyl)benzohydrazide